1-({[(1R)-1-(3,5-Diethoxy-4-Methylphenyl)Ethyl][4-(3-Methoxyphenyl)Butyl]Carbamoyl}Amino)-3,3-Difluorocyclobutane-1-Carboxylic Acid C(C)OC=1C=C(C=C(C1C)OCC)[C@@H](C)N(C(=O)NC1(CC(C1)(F)F)C(=O)O)CCCCC1=CC(=CC=C1)OC